tert-butyl (4R)-4-[1-(4-amino-2-fluoro-phenyl)-4-piperidyl]-3,3-difluoro-piperidine-1-carboxylate NC1=CC(=C(C=C1)N1CCC(CC1)[C@@H]1C(CN(CC1)C(=O)OC(C)(C)C)(F)F)F